(S)-1-(4-nitro-phenyl)-pyrrolidine-3-carboxylic acid [N+](=O)([O-])C1=CC=C(C=C1)N1C[C@H](CC1)C(=O)O